Catechol-Isophthalaldehyd C1(O)=C(O)C(=CC=C1)C1=CC=C(C=C1C=O)C=O